FC=1C=C(C=CC1)N1N=C(C=C(C1=O)C(=O)N[C@H](CO)C)C=1C=NC(=CC1)C 2-(3-Fluorophenyl)-N-[(2S)-1-hydroxypropan-2-yl]-6-(6-methylpyridin-3-yl)-3-oxo-2,3-dihydropyridazine-4-carboxamide